C(CCCCC)NC1CC2=C(OC3=C2C=C(C=C3)NC(=O)C=3N=NC=CC3)CC1 N-(N-hexyl-1,2,3,4-tetrahydro-2-aminodibenzofur-8-yl)pyridazine-3-carboxamide